2-chloro-5-(1,3,4-oxadiazol-2-yl)aniline ClC1=C(N)C=C(C=C1)C=1OC=NN1